iron-cobalt-ruthenium [Ru].[Co].[Fe]